BrC=1C=C(C=C(C1OCC(C)O)F)C=1C(CC(NN1)=O)C 6-[3-bromo-5-fluoro-4-(2-hydroxypropoxy)phenyl]-5-methyl-4,5-dihydro-2H-pyridazin-3-one